C(C(=C)C)(=O)OCCOC(CCCCC(=O)O)=C 6-(2-(methacryloyloxy)ethoxy)hept-6-enoic acid